tin nickel [Ni].[Sn]